Ethyl-fluoro-1-[1-(3-methoxyphenyl) ethyl]-1H-imidazole-5-carboxylate C(C)OC(=O)C1=CN=C(N1C(C)C1=CC(=CC=C1)OC)F